1-(3-bromopropoxy)-3-methylbenzene BrCCCOC1=CC(=CC=C1)C